(S)-(6-(5-amino-5,7-dihydrospiro[cyclopenta[b]pyridine-6,4'-piperidine]-1'-yl)-3-((4-chloro-2-fluorophenyl)ethynyl)-1H-pyrazolo[3,4-b]pyrazin-5-yl)methanol N[C@@H]1C=2C(=NC=CC2)CC12CCN(CC2)C2=C(N=C1C(=N2)NN=C1C#CC1=C(C=C(C=C1)Cl)F)CO